8-chloro-N-cyclopentyl-7,9-dimethyl-pyrido[3',2':4,5]furo[3,2-d]pyrimidin-4-amine ClC1=C(C2=C(OC3=C2N=CN=C3NC3CCCC3)N=C1C)C